(S)-2-(4-chlorophenyl)-3-(isoquinolin-6-ylamino)-3-oxopropyl-carbamic acid tert-butyl ester C(C)(C)(C)OC(NC[C@@H](C(=O)NC=1C=C2C=CN=CC2=CC1)C1=CC=C(C=C1)Cl)=O